vitamin C potassium [K].OC=1[C@H](OC(C1O)=O)[C@H](CO)O